OCCNCC(=O)C1=CNC2=C1C=NC=C2 2-((2-hydroxyethyl)amino)-1-(1H-pyrrolo[3,2-C]pyridin-3-yl)ethan-1-one